racemic-1,4-dihydro-2,6-dimethyl-4-(3-nitrophenyl)-5-methoxycarbonyl-3-pyridinecarboxylic acid CC=1NC(=C([C@@H](C1C(=O)O)C1=CC(=CC=C1)[N+](=O)[O-])C(=O)OC)C |r|